C(C)(C)(C)OC(=O)N1C(=CC=2C1=NC=CC2)Cl Chloro-1H-pyrrolo[2,3-b]pyridine-1-carboxylic acid tert-butyl ester